FC=1C=CC(=NC1)NC(CN1C=2N(C(C3=C1C(N(C3)C(C)C)=O)=O)N=C(C2)C(=O)NC2=C(C=CC=C2)C)=O 4-{2-[(5-fluoropyridin-2-yl)amino]-2-oxoethyl}-N-(2-methylphenyl)-5,8-dioxo-6-(propan-2-yl)-5,6,7,8-tetrahydro-4H-pyrazolo[1,5-a]pyrrolo[3,4-d]pyrimidine-2-carboxamide